3-O-β-galactopyranosyl-sn-glycerol [C@@H]1([C@H](O)[C@@H](O)[C@@H](O)[C@H](O1)CO)OC[C@@H](CO)O